FC=1C=C(CCN2N=C(C(=C2C2=NNC(=N2)N2N=C(C=3C2=CN=C(C3)C)C(=O)N)O)C)C=CC1 1-(3-(1-(3-fluorophenethyl)-4-hydroxy-3-methyl-1H-pyrazol-5-yl)-1H-1,2,4-triazol-5-yl)-5-methyl-1H-pyrazolo[3,4-c]pyridine-3-carboxamide